FC1=C(C2=C(CCO2)C=C1NC1=NC(=CC(=N1)NCCOC)C)C=1CCCN(CC1)C(=O)OC(C)(C)C tert-butyl 5-[6-fluoro-5-[[4-(2-methoxyethylamino)-6-methyl-pyrimidin-2-yl] amino]-2,3-dihydrobenzofuran-7-yl]-2,3,4,7-tetrahydroazepine-1-carboxylate